COB(OC)OC tri-methylborate